Pentaerythritol distearate diphosphite OP(O)OP(O)O.C(CCCCCCCCCCCCCCCCC)(=O)O.C(CCCCCCCCCCCCCCCCC)(=O)O.OCC(CO)(CO)CO